(S)-1-(3,4-difluorophenyl)-6-(5-(1,3-dimethyl-1H-pyrazol-5-yl)-1-((1r,4S)-4-methoxycyclohexyl)-1H-benzo[d]imidazol-2-yl)piperidin-2-one FC=1C=C(C=CC1F)N1C(CCC[C@H]1C1=NC2=C(N1C1CCC(CC1)OC)C=CC(=C2)C2=CC(=NN2C)C)=O